NC1=C(C=C(C=C1)N1CCC(CC1)N(C)C)N1CCC(CC1)(C)C 1-(4-Amino-3-(4,4-dimethylpiperidin-1-yl)phenyl)-N,N-dimethylpiperidin-4-amine